O1C(=CC(C2=CC=CC=C12)=O)OCC(O)CO glyceryl chromonyl ether